4-((3aS,6aS)-5-(4-(2-(2-aminopyridin-3-yl)-5-phenyl-3H-imidazo[4,5-b]pyridin-3-yl)benzyl)hexahydropyrrolo[3,4-c]pyrrol-2(1H)-yl)pyrimidine-2-carbonitrile NC1=NC=CC=C1C1=NC=2C(=NC(=CC2)C2=CC=CC=C2)N1C1=CC=C(CN2C[C@@H]3[C@@H](C2)CN(C3)C3=NC(=NC=C3)C#N)C=C1